trans-O-(3-chloro-2-propenyl)acetoxime Cl/C=C/CON=C(C)C